COC(=O)C1=CC(=CC=2C(=C(OC21)CNC(=O)OC(C)(C)C)C)C.S2C=CC(=C2)C(C)C=2C=CSC2 1,1-bis(4-thiophenyl)ethane Methyl-2-(((tert-butoxycarbonyl)amino)methyl)-3,5-dimethylbenzofuran-7-carboxylate